ClC=1C=C(C=CC1OCC1=NC=CC=C1)NC1=NC=NC2=CC(=C(C=C12)N)OCCC1NCCOC1 N4-(3-chloro-4-(pyridin-2-ylmethoxy)phenyl)-7-(2-(morpholin-3-yl)ethoxy)quinazoline-4,6-diamine